N-(8-(methylamino)-5-((4-((3-methyloxetan-3-yl)oxy)phenyl)ethynyl)-2,7-naphthyridin-3-yl)cyclopropanecarboxamide CNC=1N=CC(=C2C=C(N=CC12)NC(=O)C1CC1)C#CC1=CC=C(C=C1)OC1(COC1)C